C(C)(C)(C)OC(=O)N[C@H]1CCC(=C[C@@H]2N(C1=O)[C@@H](CC2)C(=O)OC)C (3S,6S,10aR)-methyl 6-((tert-butoxycarbonyl)amino)-9-methyl-5-oxo-1,2,3,5,6,7,8,10a-octahydropyrrolo[1,2-a]azocine-3-carboxylate